FC1=C(C=CC=C1)C1=C2CCC(CC2=CC=C1)N(C)C 5-(2'-fluoro-phenyl)-2-dimethylamino-tetrahydronaphthalene